NC=1SC2=C(C1C#N)[C@](CCC2)(C2=NC(=NO2)C2=NC(=NC=C2)N2[C@H](CNCCC2)C)C (4S)-2-amino-4-methyl-4-(3-{2-[(2s)-2-methyl-1,4-diazepan-1-yl]pyrimidin-4-yl}-1,2,4-oxadiazol-5-yl)-6,7-dihydro-5H-1-benzothiophene-3-carbonitrile